((1R,3R)-3-aminocyclobutyl)(4-(3-methoxy-5-(trifluoromethyl)pyridin-2-yl)piperazine-1-yl)methanone hydrochloride Cl.NC1CC(C1)C(=O)N1CCN(CC1)C1=NC=C(C=C1OC)C(F)(F)F